(2E)-4-[(1Z)-5-fluoro-1-{[4-(4-fluorophenoxy)phenyl]methylene}-2-methyl-1H-inden-3-yl]-N-hydroxybut-2-enamide FC=1C=C2C(=C(/C(/C2=CC1)=C/C1=CC=C(C=C1)OC1=CC=C(C=C1)F)C)C/C=C/C(=O)NO